C(C)(C)(C)OC(NC1C[C@@H]2[C@@H](CS(C2)(=O)=O)C1)=O ((3aR,5s,6aS)-2,2-dioxohexahydro-1H-cyclopenta[c]thiophen-5-yl)-carbamic acid tert-butyl ester